BrC1=C(C=C2C(=NC(=NC2=C1F)Cl)N1[C@H](CN(CC1)C(=O)OC(C)(C)C)C)Cl tert-butyl (S)-4-(7-bromo-2,6-dichloro-8-fluoroquinazolin-4-yl)-3-methylpiperazin-1-carboxylate